[4-(5-Methyloxazolo[4,5-b]pyridin-2-yl)piperazin-1-yl]-[4-(5-oxa-2-azaspiro[3.4]octan-2-yl)phenyl]methanon CC1=CC=C2C(=N1)N=C(O2)N2CCN(CC2)C(=O)C2=CC=C(C=C2)N2CC1(C2)OCCC1